14-Azido-3,6,9,12-tetraoxatetradecan-1-amine N(=[N+]=[N-])CCOCCOCCOCCOCCN